NC1=NNC2=CC(=CC(=C12)OC1CCOCC1)C1=CC(=C(C(=O)NC)C=C1)N1CCN(CC1)C1CCCCC1 4-[3-amino-4-(oxan-4-yloxy)-1H-indazol-6-yl]-2-(4-cyclohexylpiperazin-1-yl)-N-methylbenzamide